BrC=1C(=C(OCC(=O)OC(C)(C)C)C=CC1)C tert-Butyl (3-bromo-2-methylphenoxy)acetate